8-benzyloxy-6-chloro-3,4-dihydro-2H-thiopyrano[3,2-b]pyridine C(C1=CC=CC=C1)OC1=C2C(=NC(=C1)Cl)CCCS2